NCC=1C=C(C=CC1)N1[13CH2]NCC=C1 meta-aminomethyl-phenyl-tetrahydropyrimidine-13C